C1(CCCCC1)CNC(C1=C(C=CC=C1)\C=C\C(=O)NO)=O (E)-N-(cyclohexylmethyl)-2-(3-(hydroxyamino)-3-oxoprop-1-en-1-yl)benzamide